6-{4-[(2S,5S)-2,3-dihydro-2,5-methano-1,4-benzoxazepine-4(5H)-carbonyl]-4-fluoropiperidin-1-yl}pyrimidine-4-carbonitrile O1[C@@H]2CN([C@H](C3=C1C=CC=C3)C2)C(=O)C2(CCN(CC2)C2=CC(=NC=N2)C#N)F